aluminium (III) lactate C(C(O)C)(=O)[O-].[Al+3].C(C(O)C)(=O)[O-].C(C(O)C)(=O)[O-]